FC(N1N=CC=C1[C@H](C(C)C)NC1=NC(=NC(=N1)N)C=1C=CC=2N(C1)C(=NC2)C)F (S)-N2-(1-(1-(difluoromethyl)-1H-pyrazol-5-yl)-2-methylpropyl)-6-(3-methylimidazo[1,5-a]pyridin-6-yl)-1,3,5-triazine-2,4-diamine